tert-butyl 4-(3-((2-(trifluoromethyl)pyrimidin-5-yl)oxy)pyrazin-2-yl)-3,6-dihydropyridine-1(2H)-carboxylate FC(C1=NC=C(C=N1)OC=1C(=NC=CN1)C=1CCN(CC1)C(=O)OC(C)(C)C)(F)F